3-bromo-1-(3-chloropyridin-2-yl)-N-(2-bromo-4-chloro-6-(methylcarbamoyl)phenyl)-N-methyl-1H-pyrazole-5-carboxamide BrC1=NN(C(=C1)C(=O)N(C)C1=C(C=C(C=C1C(NC)=O)Cl)Br)C1=NC=CC=C1Cl